Fluorocarbonate C([O-])(=O)F